C(#N)C1=CC=C(C=C1)S(=O)(=O)C1(CC(C1)NS(=O)(=O)C(F)(F)F)C1=C(C=CC(=C1)F)F N-[cis-3-[(4-cyanophenyl)sulfonyl]-3-(2,5-difluorophenyl)cyclobutyl]-1,1,1-trifluoromethanesulfonamide